C(=O)(O)C1=C(N=C(S1)C1=CC(=NC(=C1)C#N)C=1N=C(SC1)C(=O)O)C 4-(4-(5-carboxy-4-methylthiazol-2-yl)-6-cyanopyridin-2-yl)thiazole-2-carboxylic acid